4-(4-(((5-(2,4-dioxotetrahydropyrimidin-1(2H)-yl)pyridin-2-yl)methyl)(methyl)amino)piperidin-1-yl)-N-(4-methyl-3-((4-(pyridin-3-yl)pyrimidin-2-yl)amino)phenyl)benzamide O=C1N(CCC(N1)=O)C=1C=CC(=NC1)CN(C1CCN(CC1)C1=CC=C(C(=O)NC2=CC(=C(C=C2)C)NC2=NC=CC(=N2)C=2C=NC=CC2)C=C1)C